4-(bromomethyl)-6-fluoro-3H-2,1-benzoxaborol-1-ol BrCC1=CC(=CC2=C1COB2O)F